bis(t-butylcyclopentadienyl)zinc C(C)(C)(C)C1(C=CC=C1)[Zn]C1(C=CC=C1)C(C)(C)C